(2S)-1-(2H-1,2,3-triazol-2-yl)propan-2-amine dihydrochloride Cl.Cl.N=1N(N=CC1)C[C@H](C)N